ClC=1C=C2C(=NC=NC2=C(C1C1=C(C=C(C=C1)F)F)O)N1CCN(CC1)C(C=C)=O 1-(4-(6-chloro-7-(2,4-difluorophenyl)-8-hydroxyquinazolin-4-yl)piperazin-1-yl)prop-2-en-1-one